trans-1-Boc-4-aminomethyl-3-hydroxypiperidine C(=O)(OC(C)(C)C)N1C[C@H]([C@@H](CC1)CN)O